FC1=C(C=C(C(=C1)[N+](=O)[O-])C)OC1(CC1)C 1-fluoro-4-methyl-2-(1-methylcyclopropoxy)-5-nitro-benzene